5-(2-hydroxy-1-methyl-ethyl)-1-[(4-methoxyphenyl)methyl]-3-(trifluoromethyl)pyridin-2-one OCC(C)C=1C=C(C(N(C1)CC1=CC=C(C=C1)OC)=O)C(F)(F)F